4-amino-N-(1-phenylethyl)-1-(7H-pyrrolo[2,3-d]pyrimidin-4-yl)piperidine-4-carboxamide NC1(CCN(CC1)C=1C2=C(N=CN1)NC=C2)C(=O)NC(C)C2=CC=CC=C2